methyl 7-(allyloxy)-2,2-diphenylbenzo[d][1,3]dioxole-5-carboxylate C(C=C)OC1=CC(=CC2=C1OC(O2)(C2=CC=CC=C2)C2=CC=CC=C2)C(=O)OC